C(CCCCCCC)C(C(=O)OCC(COC(C(CCCCCCCC)CCCCCCCC)=O)CO)CCCCCCCC 2-(hydroxymethyl)propane-1,3-diyl bis(2-octyldecanoate)